N,N'-di(1-cyclopropylethyl)-1,5-diaminopentane C1(CC1)C(C)NCCCCCNC(C)C1CC1